C1(CCCCC1)OC=1C=CC(=NC1)NC(C(C)N1C[C@@H](C(CC1)(F)F)C1=CNC(C=C1)=O)=O N-(5-(cyclohexyloxy)pyridin-2-yl)-2-((S)-4,4-difluoro-3-(6-oxo-1,6-dihydropyridin-3-yl)piperidin-1-yl)propanamide